C(CCCCCCCCCC)CC(C(=O)O)(C)C.CC(C(N[C@H](CC(CC1=CC=CC=C1)=O)C(=O)N1CCC2(CC1)CN(C1=CC=CC=C12)S(=O)(=O)C)=O)(NC(C(CC)=O)=O)C (4R)-7,7-dimethyl-4-(1-(methylsulfonyl)spiro[indoline-3,4'-piperidine]-1'-carbonyl)-6,9-dioxo-1-phenyl-2,10-dioxo-5,8-diazadodecane undecyl-pivalate